C(C)(=O)N1[C@@H](C[C@H](CC1)N1N=CC=2C(=NC=3C(=C(C(=CC3C21)C#N)C2=CC=CC1=CC=CC(=C21)C#N)F)O[C@@H](C)[C@H]2N(CCC2)C)CC#N ((2S,4S)-1-acetyl-2-(cyanomethyl)piperidin-4-yl)-7-(8-cyanonaphthalen-1-yl)-6-fluoro-4-((S)-1-((S)-1-methylpyrrolidin-2-yl)ethoxy)-1H-pyrazolo[4,3-c]quinoline-8-carbonitrile